(cis-2,6-dimethyl-4-(2-(6-(trifluoromethyl)imidazo[1,2-a]pyridin-3-yl)pyrimidin-4-yl)piperazin-1-yl)(1-methylcyclopropyl)methanone C[C@@H]1N([C@@H](CN(C1)C1=NC(=NC=C1)C1=CN=C2N1C=C(C=C2)C(F)(F)F)C)C(=O)C2(CC2)C